NC=1C(=CC(=C(C1)C1=CC2=C(N=C(N=C2)NC2COC2)N2C1=NCC2)C)F 6-(5-amino-4-fluoro-2-methylphenyl)-N-(oxetan-3-yl)-8,9-dihydroimidazo[1',2':1,6]pyrido[2,3-d]pyrimidin-2-amine